CC1=CC=C(C=C1)S(=O)(=O)ON=C(C#N)C1=CC=CC=C1 α-(p-toluenesulfonyloxyimino)phenylacetonitrile